8-amino-2-(4-chlorophenyl)-3,4-dihydro-2H-benzo[b][1,4,5]oxathiazepine 1,1-dioxide NC1=CC2=C(OCCN(S2(=O)=O)C2=CC=C(C=C2)Cl)C=C1